C1(CC1)C1=NC(=C(C(=N1)N)OC)N1C[C@H](O[C@H](C1)C)C cyclopropyl-6-[(2R,6S)-2,6-dimethylmorpholin-4-yl]-5-methoxypyrimidin-4-amine